NC=1C=CC(=NC1)N1CCN(CC1)C(C)=O 1-(4-(5-aminopyridin-2-yl)piperazin-1-yl)ethanone